IC1=CC(=C(C=C1)CC(=O)N)[N+](=O)[O-] (4-iodo-2-nitrophenyl)acetamide